ClC=1C=C(COC=2C=C3CCC(C3=CC2)N2CC(C2)C(=O)OC)C=CC1C methyl 1-(5-((3-chloro-4-methylbenzyl)-oxy)-2,3-dihydro-1H-inden-1-yl)azetidine-3-carboxylate